C(C)(C)(C)OC(=O)N1C2CC(C(C1)C2)COC=2SC(=NN2)NC(=O)C=2C=NC(=CC2C2=CC(=NC=C2OC)Cl)C 5-(((5-(2'-chloro-5'-methoxy-6-methyl-[4,4'-bipyridine]-3-carboxamido)-1,3,4-thiadiazol-2-yl)oxy)methyl)-2-azabicyclo[2.2.1]heptane-2-carboxylic acid tert-butyl ester